COC(=O)C1=C(C=NN1CC1=C(C=C(C=C1)C(=O)OC)OC)[N+](=O)[O-] 1-(2-methoxy-4-(methoxycarbonyl)benzyl)-4-nitro-1H-pyrazole-5-carboxylic acid methyl ester